di-ethylenetriamine NCCNCCN